(2,4-dichloro-6-hydroxy-phenyl)boronic acid ClC1=C(C(=CC(=C1)Cl)O)B(O)O